C(C)(C)(C)OC(=O)N1C[C@@H]2COC3=C(CN2CC1)N=C(C(=C3Cl)Br)OC([2H])([2H])[2H] (6aR)-3-bromo-4-chloro-2-[(2H3)methyloxy]-6a,7,9,10-tetrahydro-12H-pyrazino[2,1-c]pyrido[2,3-f][1,4]oxazepine-8(6H)-carboxylic acid tert-butyl ester